ethyl 3-bromo-2-(4-chloro-2-fluoro-phenyl)-6-[2-(1-cyclopropylpyrazol-4-yl)morpholin-4-yl]pyridine-4-carboxylate BrC=1C(=NC(=CC1C(=O)OCC)N1CC(OCC1)C=1C=NN(C1)C1CC1)C1=C(C=C(C=C1)Cl)F